6-methoxy-2-(4-methoxybenzyl)pyridazin-3(2H)-one COC=1C=CC(N(N1)CC1=CC=C(C=C1)OC)=O